4-(2-(2,3-Dihydrobenzo[b][1,4]dioxin-6-yl)imidazo[1,2-a]pyrimidin-3-yl)pyridin-2-amine O1C2=C(OCC1)C=C(C=C2)C=2N=C1N(C=CC=N1)C2C2=CC(=NC=C2)N